[Ir+3].CC(CO)(C)CSC(C)O (((3-methyl-oxabutan-3-yl)methyl)thio)ethane-1-ol Iridium (III)